Tert-Butyl 6-[[5-(trifluoromethyl)-1H-pyrazol-4-yl]methylene]-2-azaspiro[3.3]heptane-2-carboxylate FC(C1=C(C=NN1)C=C1CC2(CN(C2)C(=O)OC(C)(C)C)C1)(F)F